ethyl-thioethanol C(C)SC(C)O